FC(C1=NN=C(O1)C1=CC=C2CN(C(C2=C1)=O)[C@@H]([C@H](C1=NC=CC=C1)O)C1=C(C=C(C=C1)F)F)F |r| 6-[5-(difluoromethyl)-1,3,4-oxadiazol-2-yl]-2-[(1RS,2RS)-1-(2,4-difluorophenyl)-2-hydroxy-2-(pyridin-2-yl)ethyl]-2,3-dihydro-1H-isoindol-1-one